β-bromopropionic acid chloride BrCCC(=O)Cl